C(C1=CC=CC=C1)N1C[C@H](CC1)OC1=C(C(=C(C(=C1)F)S(=O)(=O)N(C(OC(C)(C)C)=O)C=1N=CSC1)F)Cl tert-butyl (S)-((4-((1-benzylpyrrolidin-3-yl)oxy)-3-chloro-2,6-difluorophenyl)sulfonyl)(thiazol-4-yl)carbamate